(R)-N-(1-(3-(2-(trifluoromethyl)pyridin-4-yl)isoxazol-5-yl)ethyl)benzamide FC(C1=NC=CC(=C1)C1=NOC(=C1)[C@@H](C)NC(C1=CC=CC=C1)=O)(F)F